N4-(3-chloro-2-fluoro-phenyl)-7-[2-(3-methyltetrahydrofuran-3-yl)ethynyl]quinazoline-4,6-diamine ClC=1C(=C(C=CC1)NC1=NC=NC2=CC(=C(C=C12)N)C#CC1(COCC1)C)F